4,5-dimethyl-benzene-1,2-diamine CC=1C=C(C(=CC1C)N)N